C(CCC)N1C=C(C2=CC=CC=C12)C(CC#N)=O 3-(1-n-butyl-1H-indol-3-yl)-3-oxo-propionitrile